C(C)OC(=O)C1=NC(=C(N=C1C1=CC=C(C=C1)CN)C)C1=C(C(=CC=C1)Cl)Cl 3-(4-(aminomethyl)phenyl)-6-(2,3-dichlorophenyl)-5-methylpyrazine-2-carboxylic acid ethyl ester